(1aRS,7bSR)-5-{2-[2-((S)-1-ethylpyrrolidin-2-yl)ethylamino]-benzenesulfonyl-amino}-1,1a,2,7b-tetrahydrocyclopropa-[c]chromene-4-carboxylic acid C(C)N1[C@@H](CCC1)CCNC1=C(C=CC=C1)S(=O)(=O)NC1=CC=C2[C@@H]3[C@H](COC2=C1C(=O)O)C3 |&1:24,25|